2-(2-(3-(Dibenzylamino)-2-fluoropropoxy)ethyl)isoindoline-1,3-dione C(C1=CC=CC=C1)N(CC(COCCN1C(C2=CC=CC=C2C1=O)=O)F)CC1=CC=CC=C1